ClC1=CC=C(C=C1)C1=CC(=NC(=N1)C=1C=NC=CC1)N1CCN(CC1)S(=O)(=O)C(CC)O ((4-(6-(4-chlorophenyl)-2-(pyridin-3-yl)pyrimidin-4-yl)piperazin-1-yl)sulfonyl)propan-1-ol